4-amino-3-methyl-N-(1-methyl-1H-pyrazol-4-yl)-N-(2-(trifluoromethyl)-6,7-dihydro-5H-cyclopenta[b]pyridin-5-yl)-3H-pyrazolo[3,4-c]quinolin-8-carboxamide NC1=NC=2C=CC(=CC2C2=C1N(N=C2)C)C(=O)N(C2CCC1=NC(=CC=C12)C(F)(F)F)C=1C=NN(C1)C